CC1CC[C@@H](OC1)CN ((2R)-5-methyltetrahydro-2H-pyran-2-yl)methylamine